6-(4,4-Difluoropiperidin-1-yl)pyridin FC1(CCN(CC1)C1=CC=CC=N1)F